ClC1=CC=C(C=C1)C1=C(CCC(C1)(C)C)CN1CCC2(CN(C2)C(=O)C=2C(=C3CN(C(C3=CC2)=O)C2C(NC(CC2)=O)=O)F)CC1 3-(5-(7-((4'-chloro-5,5-dimethyl-3,4,5,6-tetrahydro-[1,1'-biphenyl]-2-yl)methyl)-2,7-diazaspiro[3.5]nonane-2-carbonyl)-4-fluoro-1-oxoisoindolin-2-yl)piperidine-2,6-dione